FC=1C(=C(C=CC1F)C1CCN(CC1)C(=O)C=1C2=C(NN1)CN(C2)C(=O)OC(C)(C)C)C(F)(F)F tert-butyl 3-(4-(3,4-difluoro-2-(trifluoro-methyl) phenyl) piperidine-1-carbonyl)-4,6-dihydropyrrolo[3,4-c]pyrazole-5(1H)-carboxylate